N1(CCCC1)C=1C=CC=C2C(=NC=NC12)N 8-(pyrrolidin-1-yl)quinazolin-4-amine